4-(1-(6-(Difluoromethyl)pyridin-3-yl)cyclopropyl)-3-methyl-1H-pyrrol FC(C1=CC=C(C=N1)C1(CC1)C=1C(=CNC1)C)F